azetidine 2,2,2-trifluoroacetate FC(C(=O)O)(F)F.N1CCC1